C(C)(C)(C)OC(=O)N1CCC(CC1)OC1=NC=CC(=C1)C(F)(F)F 4-((4-(trifluoromethyl)pyridin-2-yl)oxy)piperidine-1-carboxylic acid tert-butyl ester